CC/C=C\\C[C@H]1[C@H](C=CC1=O)CCCCCC(=O)O The molecule is a carbocyclic fatty acid that is cyclopent-2-en-1-one which has been substituted at positions 4 and 5 by 5-carboxypentyl and (2ZZ)-pent-2-en-1-yl groups, respectively (the S,S stereoisomer). It is an intermediate in the synthesis of jasmonic acid from hexadecatrienoic acid. It is a carbocyclic fatty acid, an oxo fatty acid, an enone and a polyunsaturated fatty acid. It is a conjugate acid of a 6-{(1S,5S)-4-oxo-5-[(2Z)-pent-2-en-1-yl]cyclopent-2-en-1-yl}hexanoate.